4-hydroxy-N'-(4-methoxybenzyl)benzoyl-hydrazine OC1=CC=C(C(=O)NNCC2=CC=C(C=C2)OC)C=C1